COC([C@@H](CC)N)=O (R)-2-aminobutyric acid methyl ester